CC1=C(C(=CC(=C1)C#CC)C)CC(=O)NC1(CC(CCC1)OCCC)C(=O)OC methyl 1-({[2,6-dimethyl-4-(prop-1-yn-1-yl) phenyl] acetyl} amino)-3-propoxycyclohexanecarboxylate